OC[C@H]1CN(CCC1)C(=O)OC(C)(C)C tert-butyl (3R)-3-(hydroxymethyl)piperidine-1-carboxylate